ethane-1,2-diylbis(3,6-dichloro-2-methoxybenzoate) C(CC1=C(C(=C(C(=O)[O-])C(=C1)Cl)OC)Cl)C1=C(C(=C(C(=O)[O-])C(=C1)Cl)OC)Cl